N-1,3,4-thiadiazol-2-yl-3-pyridineamide S1C(=NN=C1)NC(=O)C=1C=NC=CC1